ClC1=NC(=C(C(=O)OC)C=C1)F methyl 6-chloro-2-fluoro-nicotinate